C(C)C1=CNC2=NC=C(C=C21)C=2C=C1N(N2)CCC12CN(C2)C(=O)NC(C)C 2'-(3-ethyl-1H-pyrrolo[2,3-b]pyridin-5-yl)-N-(propan-2-yl)-5',6'-dihydrospiro[azetidine-3,4'-pyrrolo[1,2-b]pyrazole]-1-carboxamide